(S,E)-Methyl-7-(1-(2-(2-adamantylamino)-2-oxoethyl)-2-oxo-1,2-dihydropyridin-3-ylamino)-6-((S)-1-methylpyrrolidin-2-carboxamido)-7-oxohept-2-enoat COC(\C=C\CC[C@@H](C(=O)NC=1C(N(C=CC1)CC(=O)NC1C2CC3CC(CC1C3)C2)=O)NC(=O)[C@H]2N(CCC2)C)=O